Lithium 2-cyclobutylbenzo[d]Thiazole-6-carboxylate C1(CCC1)C=1SC2=C(N1)C=CC(=C2)C(=O)[O-].[Li+]